1,4-Bis(4-amino-2-trifluoromethylphenoxy)benzene tert-butyl-3-methyleneazetidine-1-carboxylate C(C)(C)(C)OC(=O)N1CC(C1)=C.NC1=CC(=C(OC2=CC=C(C=C2)OC2=C(C=C(C=C2)N)C(F)(F)F)C=C1)C(F)(F)F